1-(3-chloro-4-fluorophenyl)-1-(3-(trifluoromethyl)cyclobutyl)ethanol ClC=1C=C(C=CC1F)C(C)(O)C1CC(C1)C(F)(F)F